NC1=C(C=C(C=C1C(=O)N)C#CC1=CC(=CC=C1)Cl)C1=CC=C(C=C1)S(N)(=O)=O 2-amino-5-((3-chlorophenyl)ethynyl)-4'-sulfamoyl-[1,1'-biphenyl]-3-carboxamide